((1H-indazol-4-yl)methyl)-1-(5-(5-chloro-2-methoxypyridin-4-yl)-1H-pyrazole-3-carbonyl)piperidine-4-carboxamide ((methylsulfonyloxy)methyl)-3,8-diazabicyclo[3.2.1]octane-8-carboxylate CS(=O)(=O)OCOC(=O)N1C2CNCC1CC2.N2N=CC1=C(C=CC=C21)CC2N(CCC(C2)C(=O)N)C(=O)C2=NNC(=C2)C2=CC(=NC=C2Cl)OC